rac-(2s,4s)-4-methyl-2-phenyl-piperidine C[C@@H]1C[C@H](NCC1)C1=CC=CC=C1 |r|